O[C@@](C(=O)N)(CCC1=C(C(C(=C(C1=O)C)C)=O)C)C |r| racemic-2-hydroxy-2-methyl-4-(2,4,5-trimethyl-3,6-dioxocyclohex-1,4-dienyl)butanamide